[Na].[Na].S(=O)(=O)(O)C(=CC1=CC=CC=C1)C1=CC=C(C=C1)C1=CC=C(C=C1)C(=CC1=CC=CC=C1)S(=O)(=O)O 4,4'-bis-(sulfostyryl)biphenyl disodium